ClC=1C=CC2=C(N=CO2)C1 5-chlorobenzo[d]oxazol